C(CCCCCCCCCCCCCCCCCCCCC)S n-docosanyl mercaptan